2-(6-azaspiro[2.5]octan-6-yl)-6-((1-hydroxy-2-methyl-2-propanyl)amino)-N-(6-((3R)-3-hydroxy-1-piperidinyl)-2-pyridinyl)-3-pyridinecarboxamide C1CC12CCN(CC2)C2=NC(=CC=C2C(=O)NC2=NC(=CC=C2)N2C[C@@H](CCC2)O)NC(CO)(C)C